(β-aminoethyl)aminopropyltriethoxysilane NCCNCCC[Si](OCC)(OCC)OCC